NC=1C=2N(C3=CC(=CC=C3N1)C(=O)N([C@@H]1COC3=C1C=CC(=C3)S(=O)(=O)C)C)C=NC2 (S)-4-amino-N-methyl-N-(6-(methylsulfonyl)-2,3-dihydrobenzofuran-3-yl)imidazo[1,5-a]quinoxaline-8-carboxamide